C1=CC2=C3C(=C1)C(=O)N(C(=O)C3=CC=C2)C4=CC=C(C=C4)Cl N-(4-chlorophenyl)-1,8-naphthalimide